FC1C(CC1)CN (2-fluorocyclobutyl)methylamine